ClC1=CC(=C(C(=N1)N1C(COCC1)(C)C)C(=O)OC)OC[C@H]1CN(CCN1)C(=O)OC(C)(C)C tert-butyl (R)-3-(((6-chloro-2-(3,3-dimethylmorpholino)-3-(methoxycarbonyl)pyridin-4-yl)oxy)methyl)piperazine-1-carboxylate